N1=NC=CC2=C(C=CC=C12)N1CCC(CC1)N(C(OC(C)(C)C)=O)CC tert-butyl N-[1-(cinnolin-5-yl) piperidin-4-yl]-N-ethylcarbamate